C(C)(C)(C)OC(=O)N1[C@@H]2[C@H](N(C[C@H]1CC2)C=2C1=C(N=C(N2)SCC)C(=C(N=C1Br)Cl)F)C\C=C/C (1S,2R,5R)-3-(5-bromo-7-chloro-2-(ethylsulfanyl)-8-fluoropyrido[4,3-d]pyrimidin-4-yl)-2-((Z)-but-2-en-1-yl)-3,8-diazabicyclo[3.2.1]octane-8-carboxylic acid tert-butyl ester